FC=1C=C(C=C(C1N1C2=NC(=NC=C2N=C1C(C)C)C1=CC(=C(C=C1)F)C(F)(F)F)F)O 3,5-difluoro-4-[2-(4-fluoro-3-trifluoromethyl-phenyl)-8-isopropyl-purin-9-yl]-phenol